CC1=CC=C2CC[C@@]3(NC2=N1)CN(CC3)C(=O)OC(C)(C)C tert-butyl (S)-7'-methyl-3',4'-dihydro-1'H-spiro[pyrrolidine-3,2'-[1,8]naphthyridine]-1-carboxylate